NC[C@H]1N(CCC1)CC (S)-2-(aminomethyl)-1-ethylpyrrolidine